(-)-dipara-toluoyl-L-tartaric acid C1(=CC=C(C=C1)C(=O)[C@]([C@](C(=O)O)(O)C(=O)C1=CC=C(C=C1)C)(O)C(=O)O)C